C1(CC1)OC1=NC=C(C=C1C=1C=NN2C1N=C(C(=C2)F)N2CCN(CC2)C(=O)O[C@@H]2CN(C(C2)=O)C([2H])([2H])[2H])F [(3S)-5-oxo-1-(trideuteriomethyl)pyrrolidin-3-yl] 4-[3-[2-(cyclopropoxy)-5-fluoro-3-pyridyl]-6-fluoro-pyrazolo[1,5-a]pyrimidin-5-yl]piperazine-1-carboxylate